N1N=C(C=C1)C1=NC=CC=C1 (1H-pyrazol-3-yl)pyridine